NC1=C(C(=O)NC2=CC(=CC=C2)C#CC(C)(C)O)C=C(C=N1)C1=CC(=CC(=C1)S(NC)(=O)=O)N1[C@@H](CCC1)C (R)-2-amino-N-(3-(3-hydroxy-3-methylbut-1-yn-1-yl)phenyl)-5-(3-(2-methylpyrrolidin-1-yl)-5-(N-methylsulfamoyl)phenyl)nicotinamide